methyl 1-cyclopropyl-1H-imidazo[4,5-c]pyridine-2-carboxylate C1(CC1)N1C(=NC=2C=NC=CC21)C(=O)OC